4-((4-Azidobutyl)amino)-2-(2,6-dioxopiperidin-3-yl)isoindoline-1,3-dione N(=[N+]=[N-])CCCCNC1=C2C(N(C(C2=CC=C1)=O)C1C(NC(CC1)=O)=O)=O